C(C)OC(=O)C=1C2CCC(C1)O2 7-oxabicyclo[2.2.1]hept-2-ene-2-carboxylic acid ethyl ester